(S)-4-(4-Bromo-3,5-difluoro-1H-indazole-7-carbonyl)-3-(2-hydroxyethyl)piperazine-1-carboxylic acid tert-butyl ester C(C)(C)(C)OC(=O)N1C[C@@H](N(CC1)C(=O)C=1C=C(C(=C2C(=NNC12)F)Br)F)CCO